ClC=1C=C(C(=O)N[C@H](CC2=C(C=C(C=C2)C)C)CON2C(C3=CC=CC=C3C2=O)=O)C(=CN1)OC1=CC(=CC=C1)C(F)(F)F |r| 2-chloro-N-{(2RS)-1-(2,4-dimethylphenyl)-3-[(1,3-dioxo-1,3-dihydro-2H-isoindol-2-yl)oxy]propan-2-yl}-5-[3-(trifluoromethyl)phenoxy]isonicotinamide